2-methyl-pentane-1,4-diol CC(CO)CC(C)O